O=C1N(N=C2N1[C@@H](CCC2)C(=O)O)CC2=CC(=NC1=CC=CC=C21)C(F)(F)F (5S)-3-Oxo-2-{[2-(trifluoromethyl)quinolin-4-yl]methyl}-2,3,5,6,7,8-hexahydro[1,2,4]triazolo[4,3-a]pyridine-5-carboxylic acid